C(C)(C)(C)OC(=O)N1CC(C1)CNC1=C(C(=CC(=C1)Cl)F)[N+](=O)[O-] 3-(((5-chloro-3-fluoro-2-nitrophenyl)amino)methyl)azetidine-1-carboxylic acid tert-butyl ester